CC1=C(C=C(C=C1)NC([O-])=O)NC(C(C)N1C=CC2=CC(=CC=C12)S(=O)(=O)N1CCCCC1)=O N-[4-methyl-3-[2-[5-(1-piperidylsulfonyl)indol-1-yl]propanoylamino]phenyl]carbamate